C(C)NC1=CC(=CC(=N1)N1C(C2=CC=CC(=C2C1)C(F)(F)F)=O)C1=C(C=NN1C)C1=NN=CN1C 2-(6-(ethylamino)-4-(1-methyl-4-(4-methyl-4H-1,2,4-triazol-3-yl)-1H-pyrazol-5-yl)pyridin-2-yl)-4-(trifluoromethyl)isoindolin-1-one